ClC=1C=C(NC2(CCC3(C(CC4=CC=CC=C34)CC(COC3=C4C(=NC=C3)C=CS4)CO)CC2)C(=O)OC)C=CC1 methyl (1r,4r)-4-(3-chloroanilino)-2'-{2-(hydroxymethyl)-3-[(thieno[3,2-b]pyridin-7-yl)oxy]propyl}-2',3'-dihydrospiro[cyclohexane-1,1'-indene]-4-carboxylate